FC1(C(C1)C(=O)NC1=NC=C2C=C(C=3N(C2=C1)C=CN3)C=3C=NC(=CC3C)\C(\CC)=N/O)F (Z)-2,2-difluoro-N-(4-(6-(1-(hydroxyimino)propyl)-4-methylpyridin-3-yl)imidazo[1,2-a][1,6]naphthyridin-8-yl)cyclopropane-1-carboxamide